N-{5-[(5-Cyano-4-pyrazolo[1,5-a]pyridin-3-ylpyrimidin-2-yl)amino]-2-[(3R)-3-dimethylaminopyrrolidin-1-yl]-4-methoxyphenyl}prop-2-enamide C(#N)C=1C(=NC(=NC1)NC=1C(=CC(=C(C1)NC(C=C)=O)N1C[C@@H](CC1)N(C)C)OC)C=1C=NN2C1C=CC=C2